C1C(CC2=CC=CC=C12)NC1=NC=C(C=N1)N1N=CC(=C1)NC(OC(C)(C)C)=O tert-butyl (1-(2-((2,3-dihydro-1H-inden-2-yl)amino)pyrimidin-5-yl)-1H-pyrazol-4-yl)carbamate